O1C(=CC=C1)CNC(CC(=O)NCC=1OC=CC1)=O N,N'-bis-furan-2-ylmethyl-malonamide